[Si](C)(C)(C(C)(C)C)OC=1C=CC(=C(C1)B(O)O)F 5-(T-BUTYLDIMETHYLSILYLOXY)-2-FLUOROPHENYLBORONIC ACID